3,7-dimethylocta-1,5-dien-3,7-diol CC(C=C)(CC=CC(C)(O)C)O